4-((2-methyl-6-(trifluoromethyl)pyrimidine-4-yl)oxy)benzoic acid CC1=NC(=CC(=N1)OC1=CC=C(C(=O)O)C=C1)C(F)(F)F